3-(2-Bromoacetyl)azetidine-1-carboxylic acid phenylmethyl ester C1(=CC=CC=C1)COC(=O)N1CC(C1)C(CBr)=O